COC1=CC=C(C=C1)C=1N=NN(C1)C=1C=C2CN(C(C2=CC1)=O)N1C(CCCC1=O)=O 5-[4-(4-methoxyphenyl)-1,2,3-triazol-1-yl]-1-oxo-3H-isoindol-2-ylpiperidine-2,6-dione